N[C@H](C(=O)N[C@H](C(=O)OC)C[C@H]1C(NCCC1)=O)CC1CC1 methyl (2S)-2-[[(2S)-2-amino-3-cyclopropyl-propanoyl]amino]-3-[(3S)-2-oxo-3-piperidyl]propanoate